cyclopropyl-4-methylcyclohexan-1-amine C1(CC1)C1(CCC(CC1)C)N